methyl (E)-4-aminobut-2-enoate hydrochloride Cl.NC/C=C/C(=O)OC